(3R)-3-{[2-(4-methoxyphenyl)[1,2,4]triazolo[1,5-c]quinazolin-5-yl]amino}piperidin-2-one COC1=CC=C(C=C1)C1=NN2C(=NC=3C=CC=CC3C2=N1)N[C@H]1C(NCCC1)=O